((5R,9S)-3-(3,5-Difluorophenyl)-2-methyl-4,5,6,7,8,9-hexahydro-2H-5,9-epiminocycloocta[c]pyrazol-10-yl)(4-methyl-3,4-dihydro-2H-pyrido[3,2-b][1,4]oxazin-7-yl)methanone FC=1C=C(C=C(C1)F)C1=C2C(=NN1C)[C@@H]1CCC[C@H](C2)N1C(=O)C1=CC=2OCCN(C2N=C1)C